FC1=C(C(=CC(=C1)CNC1=NC(=CC=C1C)OC)O)N1CC(NS1(=O)=O)=O 5-[2-fluoro-6-hydroxy-4-[[(6-methoxy-3-methyl-2-pyridinyl)amino]methyl]phenyl]-1,1-dioxo-1,2,5-thiadiazolidin-3-one